OC1C(C1)NC(=O)NC=1C=NN2C1N=C(C=C2NC)NC2=C1N=CC=NC1=CC=C2 1-(2-hydroxycyclopropyl)-3-(7-(methylamino)-5-(quinoxalin-5-ylamino)pyrazolo[1,5-a]pyrimidin-3-yl)urea